2-(Dimethylphosphoryl)benzonitrile CP(=O)(C)C1=C(C#N)C=CC=C1